BrC1=C(C#N)C=CC(=C1)C(F)(F)F 2-bromo-4-(trifluoromethyl)benzonitrile